ClC=1C=C(C=C(C1N1C=CC=2N(C(CCC21)=O)C(C)C)Cl)N2N=C(C(NC2=O)=O)C#N 2-(3,5-dichloro-4-(4-isopropyl-5-oxo-4,5,6,7-tetrahydro-1H-pyrrolo[3,2-b]pyridin-1-yl)phenyl)-3,5-dioxo-2,3,4,5-tetrahydro-1,2,4-triazine-6-carbonitrile